N-[4-(4-propylpiperazine-1-carbonyl)-3-(pyrrolidin-1-yl)phenyl]Cyclopropanecarboxamide C(CC)N1CCN(CC1)C(=O)C1=C(C=C(C=C1)NC(=O)C1CC1)N1CCCC1